CC1(OCCC1)C 2,2-dimethyl-tetrahydrofuran